4,5,6,4',5',6'-hexamethoxybiphenyl-2,2'-dimethanol COC=1C=C(C(=C(C1OC)OC)C=1C(=CC(=C(C1OC)OC)OC)CO)CO